C(C1=CC=CC=C1)OC=1C=CC2=C(C(=C(O2)C)C(=O)NC2C[C@H]3CC[C@@H](C2)N3C)C1 5-(benzyloxy)-2-methyl-N-((1R,3s,5S)-8-methyl-8-azabicyclo[3.2.1]octane-3-yl)benzofuran-3-carboxamide